C(C)OC(=O)C=1OC2=C(C1C)C=C(C=C2)S(NC(CC2=CC=CC=C2)=O)(=O)=O 3-methyl-5-(N-(2-phenylacetyl)sulfamoyl)benzofuran-2-carboxylic acid ethyl ester